CN(CCCNC=1C(N(C(C1)=O)C1C(NC(CC1)=O)=O)=O)C 3-(3-((3-(dimethylamino)propyl)amino)-2,5-dioxo-2,5-dihydro-1H-pyrrol-1-yl)piperidine-2,6-dione